tert-butyl (3r,4r)-4-({7-cyclopentyl-5-fluoropyrrolo[2,1-f][1,2,4]triazin-2-yl} amino)-3-hydroxypiperidine-1-carboxylate C1(CCCC1)C1=CC(=C2C=NC(=NN21)N[C@H]2[C@@H](CN(CC2)C(=O)OC(C)(C)C)O)F